7-(7-bromo-2-chloro-8-fluoroquinazolin-4-yl)-1,3,7-triazaspiro[4.5]decane-2,4-dione BrC1=CC=C2C(=NC(=NC2=C1F)Cl)N1CC2(C(NC(N2)=O)=O)CCC1